COC(=O)[C@@]12CC3=C(C=C2CCN(C1)S(=O)(=O)C1=CC(=NN1C)C)N(N=C3)C3=CC=C(C=C3)F (R)-methyl-6-((1,3-dimethyl-1H-pyrazol-5-yl)sulfonyl)-1-(4-fluorophenyl)-4,4a,5,6,7,8-hexahydro-1H-pyrazolo[3,4-g]isoquinoline-4a-carboxylate